C(C)OC(NC(C(C1=CC=CC=C1)C1=CC=CC=C1)=O)=O (diphenylacetyl)-carbamic acid ethyl ester